C(C)(=O)C1=C(C=C(C=C1)Cl)C=1C(=NN(C(C1)=O)[C@H](C(=O)NC1=CC=C(C(=O)O)C=C1)CC1=CC=CC=C1)O (S)-4-(2-(4-(2-acetyl-5-chlorophenyl)-3-hydroxy-6-oxopyridazin-1(6H)-yl)-3-phenylpropionamido)benzoic acid